((4-Hydroxybutyl)azanediyl)bis(hexane-6,1-diyl)bis(2-hexyldecanoate) OCCCCN(CCCCCCC(C(=O)[O-])(CCCCCCCC)CCCCCC)CCCCCCC(C(=O)[O-])(CCCCCCCC)CCCCCC